(R)-4-Oxo-N-(tetrahydro-2H-pyran-3-yl)-4,5-dihydroimidazo[1,5-a]quinoxaline-8-carboxamide O=C1C=2N(C3=CC(=CC=C3N1)C(=O)N[C@H]1COCCC1)C=NC2